COC(C(C(CC)=O)N1CCN([C@H](CC1)C)C(=O)OC(C)(C)C)=O tert-butyl (7S)-4-(1-methoxy-1,3-dioxopentan-2-yl)-7-methyl-1,4-diazepane-1-carboxylate